3-((3-Exo)-3-((7-((2-methyl-1H-imidazol-4-yl)amino)-1,6-naphthyridin-5-yl)amino)-8-azabicyclo[3.2.1]oct-8-yl)propionitrile CC=1NC=C(N1)NC1=NC(=C2C=CC=NC2=C1)NC1CC2CCC(C1)N2CCC#N